C1(=CC=CC=C1)CN[C@@H]1CC[C@H](NC1)C(=O)O (2s,5r)-5-(phenylmethylamino)-piperidine-2-carboxylic acid